nickel-magnesium oxide [O-2].[Mg+2].[Ni+2].[O-2]